1-(oxan-2-yl)-pyrazole O1C(CCCC1)N1N=CC=C1